2-((1H-pyrrolo[2,3-b]pyridin-5-yl)oxy)-4-(4-((6-(4-chloro-phenyl)spiro[3.5]non-6-en-7-yl)methyl)piperazin-1-yl)-N-((3-nitro-4-((tetrahydro-2H-pyran-4-yl)amino)phenyl)sulfonyl)benzamide N1C=CC=2C1=NC=C(C2)OC2=C(C(=O)NS(=O)(=O)C1=CC(=C(C=C1)NC1CCOCC1)[N+](=O)[O-])C=CC(=C2)N2CCN(CC2)CC2=C(CC1(CCC1)CC2)C2=CC=C(C=C2)Cl